C(=O)(O)CN(CCNCC(=O)O)CCN(CCNCC(=O)O)CC(=O)O 6,9-Bis(carboxymethyl)-3,6,9,12-tetraazatetradecanedioic acid